4-Piperidin-1-yl-but-2-enoic acid [4-(3-chloro-4-fluoro-phenylamino)-7-isopropoxy-quinazolin-6-yl]-amide ClC=1C=C(C=CC1F)NC1=NC=NC2=CC(=C(C=C12)NC(C=CCN1CCCCC1)=O)OC(C)C